3-(6,8-dichloro-2-phenyl-2H-chromen-3-yl)-5-phenyl-4,5-dihydro-1,2,4,5-oxadiazaborole ClC=1C=C2C=C(C(OC2=C(C1)Cl)C1=CC=CC=C1)C1=NOB(N1)C1=CC=CC=C1